C1(=CC=CC=C1)CC(=O)N[C@@H](CCC(N)=O)C(=O)O Phenylacetylglutamine